(3R)-3-(2-isopropoxyphenyl)-1-phenylpiperazine C(C)(C)OC1=C(C=CC=C1)[C@@H]1CN(CCN1)C1=CC=CC=C1